6-CYCLOPROPYL-1-METHYL-7-NITROINDAZOLE C1(CC1)C1=CC=C2C=NN(C2=C1[N+](=O)[O-])C